ClCCCN1N=NC2=C1C=CC(=C2C)C(CC(=O)OCC)C2=CC(=C(C=C2)C)CN2S(OC1=C(C2)C=C(C=C1)O)(=O)=O ethyl 3-[1-(3-chloropropyl)-4-methyl-1H-benzotriazol-5-yl]-3-{3-[(6-hydroxy-2,2-dioxo-2H-1,2λ6,3-benzoxathiazin-3(4H)-yl)methyl]-4-methylphenyl}propanoate